O=C1NC(CCC1N1C(C2=CC=C(C=C2C1=O)CN1CCN(CC1)C=1C2=C(N=C(N1)N1CCOCC1)C=CS2)=O)=O 2-(2,6-dioxopiperidin-3-yl)-5-((4-(2-morpholinothieno[3,2-d]pyrimidin-4-yl)piperazin-1-yl)methyl)isoindoline-1,3-dione